C(C1=CC=CC=C1)SN1N=NN=C1 (benzylthio)-1H-tetrazole